OC1(CCCCC1)C (1r,4r)-1-hydroxy-1-methylcyclohexane